C1(CC1)N(C(=O)CCCNC(=O)C=1C=C(C=NC1OC)C1=CC=C2C(=NNC2=C1)C(=O)NC)CC1CC1 6-[5-({3-[cyclopropyl(cyclopropylmethyl)carbamoyl]-propyl}carbamoyl)-6-meth-oxypyridin-3-yl]-N-methyl-1H-indazole-3-carboxamide